2-(2-chloroacetyl)cyclopropane-1-carboxylic acid ethyl ester C(C)OC(=O)C1C(C1)C(CCl)=O